ClC1=CN=C(C=2N=C(NC(C21)=O)C)C2CCC(CC2)(F)F 5-chloro-8-(4,4-difluorocyclohexyl)-2-methylpyrido[3,4-d]pyrimidin-4(3H)-one